ethyl-2-[4-morpholin-4-yl-6-[(3,4,5-trimethoxyphenylcarbamoyl)methyl]-pyrimidin-2-ylamino]-4-methyl-5-thiazolecarboxylic acid C(C)S1C(=NC(=C1C(=O)O)C)NC1=NC(=CC(=N1)N1CCOCC1)CC(NC1=CC(=C(C(=C1)OC)OC)OC)=O